ClC=1C=CC=C2C(C=C(OC12)C1=C(OC2CC(C2)NC(C(=O)O)=O)C=C(C=C1)C(F)(F)F)=O 2-[[3-[2-(8-chloro-4-oxo-chromen-2-yl)-5-(trifluoromethyl)phenoxy]cyclobutyl]amino]-2-oxo-acetic acid